C[C@@H](C#CC1=CC=CC=C1)NC(OC(C)(C)C)=O tert-butyl N-[(1S)-1-methyl-3-phenyl-prop-2-ynyl]carbamate